N-(3-((1-(2-aminoethyl)-2,5-dioxopyrrolidin-3-yl)thio)propanoyl)-N-methylalaninate NCCN1C(C(CC1=O)SCCC(=O)N([C@@H](C)C(=O)[O-])C)=O